COC=1C=C(C=CC1OC)C=1N=C2N(C=C(C=C2C)C2CCN(CC2)C2CC3CCC(C2)N3CC(C)C)C1 2-(3,4-dimethoxyphenyl)-6-(1-(8-isobutyl-8-azabicyclo[3.2.1]octan-3-yl)piperidin-4-yl)-8-methylimidazo[1,2-a]pyridine